1-{3-[(E)-2-[4-(trifluoromethyl)phenyl]ethenyl]pyrrolidin-1-yl}prop-2-en-1-one FC(C1=CC=C(C=C1)/C=C/C1CN(CC1)C(C=C)=O)(F)F